ClC=1C=C(C=CC1Cl)C1N(CCC(C1)N1C(NC2=C1C=CC=C2C2=CC=C(C=C2)S(N)(=O)=O)=O)C(=O)N (3,4-dichlorophenyl)-4-[2-oxo-4-(4-sulfamoylphenyl)-2,3-dihydro-1H-1,3-benzodiazol-1-yl]piperidine-1-carboxamide